1,1,3-tris[p-(2,3-epoxypropoxy)phenyl]propane C(C1CO1)OC1=CC=C(C=C1)C(CCC1=CC=C(C=C1)OCC1CO1)C1=CC=C(C=C1)OCC1CO1